NC(CNC(OC(C)(C)C)=O)(C)C tert-Butyl N-(2-amino-2-methylpropyl)carbamate